N-{[5-chloro-6-(6-fluoro-5-methoxy-2-pyridyl)-2-indolyl]methyl}2-methoxypropionamide ClC=1C=C2C=C(NC2=CC1C1=NC(=C(C=C1)OC)F)CNC(C(C)OC)=O